C(#N)C1=CC=C(C=C1)CN1C(CCC1=O)C(=O)O 1-[(4-Cyanophenyl)methyl]-5-oxopyrrolidine-2-carboxylic Acid